BrC1=CC=C(COCC(CCl)=O)C=C1 1-((4-bromobenzyl)oxy)-3-chloropropan-2-one